FC(OC1=CC(=NN1)NC1=CN=C2C(=N1)N(C=C2)[C@@H](C)C2CCOCC2)F (S)-N-(5-(difluoromethoxy)-1H-pyrazol-3-yl)-5-(1-(tetrahydro-2H-pyran-4-yl)ethyl)-5H-pyrrolo[2,3-b]pyrazin-3-amine